ClC1=NC(=CC=C1CC(=O)[O-])F 2-(2-chloro-6-fluoropyridin-3-yl)acetate